OCC1=C(C=C(C=C1)CC(=O)N1CC(C2=CC=CC=C12)(C)C)[N+](=O)[O-] 1-(2-(4-(hydroxymethyl)-3-nitrophenyl)acetyl)-3,3-dimethylindol